C(C(=O)O)(=[O+][O-])O oxalic acid oxide